2-(3-(6-chloropyridazin-3-yl)ureido)-4-methylthiophene-3-carboxylate ClC1=CC=C(N=N1)NC(NC=1SC=C(C1C(=O)[O-])C)=O